P(O)(O)N.C(C1=CC=CC=C1)(=O)NC1=NC(NC=C1)=O benzoyl-cytosine phosphoramidite